1-[(2R,6S)-6-[[bis(4-methoxyphenyl)-phenyl-methoxy]methyl]-4-hexadecanoyl-6-(triisopropylsilyloxymethyl)morpholin-2-yl]-5-methyl-pyrimidine-2,4-dione COC1=CC=C(C=C1)C(OC[C@]1(O[C@H](CN(C1)C(CCCCCCCCCCCCCCC)=O)N1C(NC(C(=C1)C)=O)=O)CO[Si](C(C)C)(C(C)C)C(C)C)(C1=CC=CC=C1)C1=CC=C(C=C1)OC